(1S,3R)-3-(3-{[(3,5-difluorophenyl)acetyl]-amino}-1H-pyrazol-5-yl)-cyclopentyl [(1-acetyl-piperidin-4-yl)methyl]-carbamate C(C)(=O)N1CCC(CC1)CNC(O[C@@H]1C[C@@H](CC1)C1=CC(=NN1)NC(CC1=CC(=CC(=C1)F)F)=O)=O